2-(4-chloro-2-isopropylpyrazol-3-yl)-8-({4-[1-methyl-4-(trifluoromethyl)imidazol-2-yl]phenyl}methyl)pyrido[2,3-d]pyrimidin-7-one ClC1=C(N(N=C1)C(C)C)C=1N=CC2=C(N1)N(C(C=C2)=O)CC2=CC=C(C=C2)C=2N(C=C(N2)C(F)(F)F)C